P(=O)([O-])([O-])F.[Li+].[Li+] Lithium monofluorophosphate